C1(=CC=CC=C1)C1=NC=[N+](C(=C1)C1=CC=CC=C1)[O-] 4,6-diphenylpyrimidine 1-oxide